1-(Cyanomethoxy)-2-methyl-1-oxopropan-2-yl-2-chloro-5-[4-(1,1-difluoroethyl)-3-methyl-2,6-dioxo-3,6-dihydropyrimidin-1(2H)-yl]-4-fluorobenzoate C(#N)COC(C(C)(C)OC(C1=C(C=C(C(=C1)N1C(N(C(=CC1=O)C(C)(F)F)C)=O)F)Cl)=O)=O